(3-(4-(2-aminoethyl)piperazin-1-yl)phenyl)-5-(m-tolyl)imidazo[1,2-a]pyrazin-8-amine NCCN1CCN(CC1)C=1C=C(C=CC1)C=1N=C2N(C(=CN=C2N)C=2C=C(C=CC2)C)C1